C12CN(CC(O1)C2)C2=CC(=C(C(=O)NCC=1OC(=NN1)C=1SC=CC1)C=C2)OC 4-(6-oxa-3-azabicyclo[3.1.1]hept-3-yl)-2-methoxy-N-((5-(thiophen-2-yl)-1,3,4-oxadiazol-2-yl)methyl)benzamide